C(=C)C1=[N+](C=CC=C1)CCCS(=O)(=O)[O-] 3-(2-vinylpyridin-1-ium-yl)propane-1-sulfonate